1-[4-[(2-methylpropyl)(tetrahydropyran-4-yl)amino]-3-nitrophenyl]cyclobutane-1-carbonitrile CC(CN(C1=C(C=C(C=C1)C1(CCC1)C#N)[N+](=O)[O-])C1CCOCC1)C